NC=1N=NC(=CC1OCCC1=CC=C(C=C1)C(=O)N1C2CNCC1CC2)C2=C(C=CC=C2)O (4-(2-((3-amino-6-(2-hydroxyphenyl)pyridazin-4-yl)oxy)ethyl)phenyl)(3,8-diazabicyclo[3.2.1]octan-8-yl)methanone